1-[7-chloro-3-(1-methyl-1H-pyrazol-4-yl)pyrido[3,4-b]pyrazin-2-yl]-4-[(2,4-difluorophenyl)methyl]piperazine ClC1=CC=2C(=NC(=C(N2)N2CCN(CC2)CC2=C(C=C(C=C2)F)F)C=2C=NN(C2)C)C=N1